[Sn].[Ge].[Te] Tellurium-germanium-tin